2-chloro-9-methacryloyloxy-10-hydroxy-1,2,3,4-tetrahydroanthracene ClC1CC2=C(C3=CC=CC=C3C(=C2CC1)O)OC(C(=C)C)=O